triglycerol monocaprate OC(=O)CCCCCCCCC.OCC(O)CO.OCC(O)CO.OCC(O)CO